ClC=1C=CC(=NC1)[C@H](CCO)N(C(OC(C)(C)C)=O)O tert-butyl N-[(1S)-1-(5-chloro-2-pyridyl)-3-hydroxy-propyl]-N-hydroxy-carbamate